CC1=NC(=C(C=C1NC(=O)C=1C=NN(C1C(F)(F)F)C1=C2C=CNC(C2=CC=C1)=O)C)N1N=CC=N1 N-(2,5-Dimethyl-6-(2H-1,2,3-triazol-2-yl)pyridin-3-yl)-1-(1-oxo-1,2-dihydro-isochinolin-5-yl)-5-(trifluoromethyl)-1H-pyrazol-4-carboxamid